ClC1=C(C(=NC(=N1)CO)N1CCC(CC1)OC=1C=C2C(N(C=NC2=CC1)C)=O)C 6-((1-(6-chloro-2-(hydroxymethyl)-5-methylpyrimidin-4-yl)piperidin-4-yl)oxy)-3-methylquinazolin-4(3H)-one